deoxy-β-D-threose C1[C@@H](O)[C@H](O)CO1